(+)-S-methyl-L-cysteine CSC[C@H](N)C(=O)O